ClC1=C(C=CC(=C1)S(=O)(=O)CC)C=1C=NN(C1)C=1C=CC(N(C1)CCC)=O 5-(4-(2-chloro-4-(ethylsulfonyl)phenyl)-1H-pyrazol-1-yl)-1-propylpyridin-2(1H)-one